ClC1=C(C(=NC=C1C(=O)O)F)F 4-chloro-5,6-difluoronicotinic acid